[Si](C)(C)(C(C)(C)C)OC(CCC1=NN2C(C=C(C(=C2)OC)NC(OC(C)(C)C)=O)=C1)(C)C tert-butyl N-[2-[3-[tert-butyl(dimethyl)silyl]oxy-3-methylbutyl]-6-methoxy-pyrazolo[1,5-a]pyridin-5-yl]carbamate